tert-butyl (4S)-5-amino-4-[6-[1-(3-benzyloxy-3-oxo-propyl)-4-piperidyl]-1-oxo-isoindolin-2-yl]-5-oxo-pentanoate NC([C@H](CCC(=O)OC(C)(C)C)N1C(C2=CC(=CC=C2C1)C1CCN(CC1)CCC(=O)OCC1=CC=CC=C1)=O)=O